FC(CC[C@@H](C)[C@H]1CC[C@H]2C(CCC[C@]12C)=O)(C(C)(O[Si](CC)(CC)CC)C)F (1R,3aR,7aR)-1-{(R)-5,5-Difluoro-6-methyl-6-[(triethylsilyl)oxy]heptan-2-yl}-7a-methyloctahydro-4H-inden-4-one